2-chloro-1-((1r,3r)-3-methoxycyclobutoxy)-4-nitrobenzene ClC1=C(C=CC(=C1)[N+](=O)[O-])OC1CC(C1)OC